CC(C(=O)O)P(=O)(C(C(=O)O)C)C(C(=O)O)C.BrC=1C=CC(=C(C1)CO)N1C[C@H](CC1)SC1=NC=C(C=C1)Cl (S)-(5-bromo-2-(3-((5-chloropyridin-2-yl)thio)pyrrolidin-1-yl)phenyl)methanol trimethyl-2,2',2''-phosphoryltriacetate